C(C1=CC=CC=C1)OC=1C=C(C=CC1OC)N1C(N(CCC1)CC1=C(C=C(C=C1)C=C)OC)=O 1-(3-(benzyloxy)-4-methoxyphenyl)-3-(2-methoxy-4-vinylbenzyl)tetrahydropyrimidin-2(1H)-one